C1(CC1)NC(CSC1=NC(=C(N=C1)C1=CC=CC=C1)C1=CC=CC=C1)=O N-cyclopropyl-2-(5,6-diphenylpyrazin-2-yl)sulfanylacetamide